2-bromo-9,9-dimethylacridine BrC1=CC=2C(C3=CC=CC=C3NC2C=C1)(C)C